11,12-dibromododec-1-ene BrC(CCCCCCCCC=C)CBr